FC(C1=CC=C(C(=N1)OC)[C@@H]1[C@H](O[C@@]([C@@H]1C)(C(F)(F)F)C)C(=O)NC=1C=NC(=CC1)CO)F (2S,3R,4R,5S)-3-(6-(difluoromethyl)-2-methoxypyridin-3-yl)-N-(6-(hydroxymethyl)pyridin-3-yl)-4,5-dimethyl-5-(trifluoromethyl)tetrahydrofuran-2-carboxamide